C(C)(C)(C)OC(=O)N1C[C@H](CC=C1C=1C=C2CC3(C(NC2=C(C1)Cl)=O)CC3)C (S)-6-(8'-chloro-2'-oxo-1',4'-dihydro-2'H-spiro[cyclopropane-1,3'-quinoline]-6'-yl)-3-methyl-3,4-dihydropyridine-1(2H)-carboxylic acid tert-butyl ester